(R)-6-(2-(4'-fluoro-[1,1'-biphenyl]-3-yl)-2-hydroxyacetyl)-2-(1-(5-isopropylpyridin-3-yl)cyclopropyl)-5,6,7,8-tetrahydropyrido[4,3-d]pyrimidin-4(3H)-one FC1=CC=C(C=C1)C1=CC(=CC=C1)[C@H](C(=O)N1CC2=C(N=C(NC2=O)C2(CC2)C=2C=NC=C(C2)C(C)C)CC1)O